COC(=O)C=1C=CC2=C(N(C(N2)=CN2CCC(CC2)C2=NC(=CC=C2)OCC2=CC=C(C=3C=C(OC32)C)C(F)(F)F)C[C@H]3OCC3)C1 (S)-2-((4-(6-((2-methyl-4-(trifluoromethyl)benzofuran-7-yl)methoxy)pyridin-2-yl)piperidin-1-yl)methyl-yl)-1-(oxetan-2-ylmethyl)-1H-benzo[d]imidazole-6-carboxylic acid methyl ester